1,1-bis(4-hydroxyphenyl)isobutane OC1=CC=C(C=C1)C(C(C)C)C1=CC=C(C=C1)O